2-((E)-3-(4-chloro-2-fluorophenyl)acryloyl)-3-(((S)-1-methoxy-1-oxo-3-((S)-2-oxopyrrolidin-3-yl)propan-2-yl)carbamoyl)tetrahydropyridazine-1(2H)-carboxylate ClC1=CC(=C(C=C1)/C=C/C(=O)N1N(CCCC1C(N[C@H](C(=O)OC)C[C@H]1C(NCC1)=O)=O)C(=O)[O-])F